COC(C1CC2(C1)CCN(CC2)C(=O)OC(C)(C)C)OC tert-butyl 2-(dimethoxymethyl)-7-azaspiro[3.5]nonane-7-carboxylate